hydroxy-5,12-dimethyl-1,5,8,12-tetraazabicyclo[6.6.2]hexadecane Manganese(III) Hexafluorophosphate F[P-](F)(F)(F)(F)F.[Mn+3].OC1N2CCN(CCCN(CCN(CC1)C)CC2)C.F[P-](F)(F)(F)(F)F.F[P-](F)(F)(F)(F)F